C(=O)(OC(C)(C)C)[NH-] BOCamide